1-(4-(3-(3,4-difluorophenyl)-1,2,4-oxadiazol-5-yl)piperidin-1-yl)-2-(1-methyl-1H-1,2,4-triazol-5-yl)ethan-1-one FC=1C=C(C=CC1F)C1=NOC(=N1)C1CCN(CC1)C(CC1=NC=NN1C)=O